(5-(5-methylpyridin-2-yl)-1,3,4-oxadiazol-2-yl)methanone CC=1C=CC(=NC1)C1=NN=C(O1)C=O